(3-((benzyloxy)methyl)cyclobutyl)methanol C(C1=CC=CC=C1)OCC1CC(C1)CO